FC1=C2[C@@H](NC(C(C=3C=CC=C(CC=4C=CC=C(C4C(C=C1C)=C2)C)C3)=O)=O)CC(=O)OCC ethyl 2-[(17S)-19-fluoro-3,20-dimethyl-14,15-dioxo-16-azatetracyclo[16.3.1.1^{9,13}.0^{2,7}]tricosa-1(22),2(7),3,5,9,11,13(23),18,20-nonaen-17-yl]acetate